O=C1NC(CCC1N1C(C2=CC=C3C(=C2C1)OC(CC3(C#N)O[Si](C)(C)C)(C)C)=O)=O 8-(2,6-dioxopiperidin-3-yl)-2,2-dimethyl-7-oxo-4-((trimethylsilyl)oxy)-2,3,4,7,8,9-hexahydropyrano[2,3-e]isoindole-4-carbonitrile